C(#N)CCNC=1C=CC(=NC1OC)C1CCN(CC1)C(=O)OC(C)(C)C tert-butyl 4-[5-(2-cyanoethylamino)-6-methoxy-2-pyridyl]piperidine-1-carboxylate